N-methyl-2-(4-(methyl-d3)piperazin-1-yl)acetamide CNC(CN1CCN(CC1)C([2H])([2H])[2H])=O